N[C@H]1CN(CCC1)C(=O)C1=NN(C(=C1)C1=CC=C(C#N)C=C1)C1=NC=CC=C1 (R)-4-(3-(3-aminopiperidine-1-carbonyl)-1-(pyridin-2-yl)-1H-pyrazol-5-yl)benzonitrile